C[C@@]12CC[C@@](C1(C)C)(OC2=O)C(=O)Cl (-)-camphanoyl chloride